1-benzyl-3-(3-chloropropyl)-4-oxopyrrolidine C(C1=CC=CC=C1)N1CC(C(C1)=O)CCCCl